N,N-diethylaminophenol C(C)N(CC)C1=C(C=CC=C1)O